ethyl (iodomethyl) carbonate C(OCC)(OCI)=O